C(#N)C1=CC=2N(N=C1)C(=CC2)C2=CC(=C(C=N2)C2=NN=C(S2)N2C[C@@H](CCC2)NC(C)=O)NC(C)C (R)-N-(1-(5-(6-(3-cyanopyrrolo[1,2-b]pyridazin-7-yl)-4-(isopropylamino)pyridin-3-yl)-1,3,4-thiadiazol-2-yl)piperidin-3-yl)acetamide